FC1=C(C=C(C=C1)F)C(CC#CC#CC=1C=2N(C=CC1C(=O)N)N=CC2)C=2C(N(C=CC2)C)=O 4-(6-(2,5-difluorophenyl)-6-(1-methyl-2-oxo-1,2-dihydropyridin-3-yl)hexa-1,3-diyne-1-yl)pyrazolo[1,5-a]pyridine-5-carboxamide